(R)-3-(1-acetyl-4-ethoxypiperidin-4-yl)-5-((1-(3-(difluoromethyl)-2-fluorophenyl)ethyl)amino)-1,7-dimethyl-8-((1-methylazetidin-3-yl)oxy)-1,6-naphthyridin-2(1H)-one C(C)(=O)N1CCC(CC1)(OCC)C=1C(N(C2=C(C(=NC(=C2C1)N[C@H](C)C1=C(C(=CC=C1)C(F)F)F)C)OC1CN(C1)C)C)=O